N[C@]1(CN(CC1)C1=C(C2=C(CC(O2)(C)C)C=C1)CN1C2=NC=NC(=C2N=C1)N)C(=O)NC1CC1 (R)-3-Amino-1-(7-((6-Amino-9H-purin-9-yl)methyl)-2,2-Dimethyl-2,3-dihydrobenzofuran-6-yl)-N-cyclopropylpyrrolidin-3-carboxamide